methyl (S)-2-((tert-butoxycarbonyl)amino)-3-(1-hydroxy-3,3-dimethyl-1,3-dihydrobenzo[c][1,2]oxaborol-6-yl)propanoate C(C)(C)(C)OC(=O)N[C@H](C(=O)OC)CC=1C=CC2=C(B(OC2(C)C)O)C1